BrC=1C(=NC2=CC=C(C=C2C1)Cl)Cl 3-bromo-2,6-dichloro-quinoline